C(C1=CC=CC=C1)OC=C1CC=CCC1 benzyl[(3-cyclohexene-1-ylidene)methyl] ether